ClC1=NC=C(C(=C1)OC(F)F)C=1C=NN(C1)C1CN(CC1)C 2-chloro-4-(difluoromethoxy)-5-(1-(1-methylpyrrolidin-3-yl)-1H-pyrazol-4-yl)pyridine